benzyl 4-[4-[(10S)-4-(2-hydroxyphenyl)-1,5,6,8,12-pentazatricyclo[8.4.0.02,7]tetradeca-2,4,6-trien-12-yl]-1-piperidyl]piperidine-1-carboxylate OC1=C(C=CC=C1)C=1C=C2N3CCN(C[C@@H]3CNC2=NN1)C1CCN(CC1)C1CCN(CC1)C(=O)OCC1=CC=CC=C1